C(C1=CC=CC=C1)OC(=O)NCC(=O)NC(CCC(=O)O)(CCC(=O)O)CCC(=O)O 4-(2-{[(benzyloxy)carbonyl]amino}acetamido)-4-(2-carboxyethyl)heptanedioic acid